C1=CC(=CC=C1OC2=C(C=C(C=C2)Br)Br)Br 2,4,4'-tribromodiphenyl ether